C(C)(=O)NC=1C(=CC=C2C=C(C(=NC12)OC)C(=O)N[C@H]1CS(C=C1)(=O)=O)C1CCC1 8-(acetylamino)-7-cyclobutyl-N-[(3R)-1,1-dioxo-2,3-dihydrothiophen-3-yl]-2-methoxyquinoline-3-carboxamide